NC1=CC=C(C=N1)N1CC(C1)C(=O)N1CSCC1 (1-(6-aminopyridin-3-yl)azetidin-3-yl)(thiazolidin-3-yl)methanone